tert-butyl (5-fluoro-6-(prop-1-en-2-yl)pyridin-2-yl)(methyl)carbamate FC=1C=CC(=NC1C(=C)C)N(C(OC(C)(C)C)=O)C